(3aR,5s,6aS)-N-[6-(2-chloro-5-fluoro-phenyl)pyridazin-3-yl]-2-(2-methylpentyl)-3,3a,4,5,6,6a-hexahydro-1H-cyclopenta[c]pyrrol-5-amine ClC1=C(C=C(C=C1)F)C1=CC=C(N=N1)NC1C[C@@H]2[C@@H](CN(C2)CC(CCC)C)C1